2-ethoxy-4-(4-fluorophenyl)-5H-indeno[1,2-b]pyridine-3-carbonitrile C(C)OC1=C(C(=C2C(=N1)C1=CC=CC=C1C2)C2=CC=C(C=C2)F)C#N